C(#N)C1=CC(=C(COC2=C(C=C(C(=N2)C2=CC(=C(CC3=NC4=C(N3CCOC)C=C(C=C4)C(=O)O)C=C2)F)F)F)C=C1)F 2-(4-(6-((4-cyano-2-fluorobenzyl)oxy)-3,5-difluoropyridin-2-yl)-2-fluorobenzyl)-1-(2-methoxyethyl)-1H-benzo[d]Imidazole-6-carboxylic acid